ClC=1C=NC(=C(C(=O)NC2CCC(CC2)CN2C(N(C3=C2C=CC=C3)CC3=CC=C(C=C3)CO)=O)C1)C 5-chloro-N-((1r,4r)-4-((3-(4-(hydroxymethyl)benzyl)-2-oxo-2,3-dihydro-1H-benzo[d]imidazol-1-yl)methyl)cyclohexyl)-2-methylnicotinamide